bromomagnesium tetrakis(heptafluoronaphthyl)borate methyl-2-(2-bromo-4-(trifluoromethyl)phenyl)-4-methoxyquinoline-7-carboxylate COC(=O)C1=CC=C2C(=CC(=NC2=C1)C1=C(C=C(C=C1)C(F)(F)F)Br)OC.FC=1C(=C(C(=C2C(=C(C(=C(C12)[B-](C1=C(C(=C(C2=C(C(=C(C(=C12)F)F)F)F)F)F)F)(C1=C(C(=C(C2=C(C(=C(C(=C12)F)F)F)F)F)F)F)C1=C(C(=C(C2=C(C(=C(C(=C12)F)F)F)F)F)F)F)F)F)F)F)F)F.Br[Mg+]